NC1=NC=CC=C1C1=NC=2C(=NC(=CC2)C2=CC=CC=C2)N1C1=CC=C(C=C1)NC(=O)C=1C=C(C(=O)OC)C=CC1 methyl 3-[[4-[2-(2-amino-3-pyridyl)-5-phenyl-imidazo[4,5-b]pyridin-3-yl]phenyl]carbamoyl]benzoate